ClC=1C(=NC=C(C1)Cl)OC=1C=C(C=CC1)NC(=S)NC(=O)C=1OC=CC1 N-[(3-(3,5-dichloropyridin-2-yloxy)phenyl)thiocarbamoyl]furan-2-carboxamide